2-Azido-2-deoxy-glucose N(=[N+]=[N-])[C@@H](C=O)[C@@H](O)[C@H](O)[C@H](O)CO